4-difluoromethyl-tetrahydro-2H-pyran methyl-(1r,4r)-4-((Z)-N'-hydroxycarbamimidoyl)cyclohexane-1-carboxylate COC(=O)C1CCC(CC1)/C(/N)=N/O.FC(C1CCOCC1)F